2,6-bis(1,1-dimethylethyl)-4-(1-methylpropyl)-phenol CC(C)(C)C1=C(C(=CC(=C1)C(CC)C)C(C)(C)C)O